t-butyl (3S,5R)-3-acetyl-6-oxo-9-phenyl-2,7,8-triazaspiro[4.5]dec-8-ene-2-carboxylate C(C)(=O)[C@H]1N(C[C@]2(C1)C(NN=C(C2)C2=CC=CC=C2)=O)C(=O)OC(C)(C)C